3-benzyl-1-(trans-4-((5-cyano-4-((2-(methylsulfonyl)ethyl)-amino)pyrimidin-2-yl)amino)-cyclohexyl)-1-(5-(1-methyl-1H-pyrazol-4-yl)pyridin-2-yl)urea C(C1=CC=CC=C1)NC(N(C1=NC=C(C=C1)C=1C=NN(C1)C)[C@@H]1CC[C@H](CC1)NC1=NC=C(C(=N1)NCCS(=O)(=O)C)C#N)=O